OC1=C(C=C(C=C1CCCCCCCCCCCCCCCC)C)N1N=C2C(=N1)C=CC=C2 2-(2'-hydroxy-3'-hexadecyl-5'-methylphenyl)benzotriazole